ClC=1C(=C(CN2CCC(CC2)CC2=NC(=C(C=C2F)F)NC2=NNC(=C2)C)C=CC1)F 1-(3-chloro-2-fluorobenzyl)-4-((3,5-difluoro-6-((5-methyl-1H-pyrazol-3-yl)amino)pyridin-2-yl)methyl)piperidine